C(CC)P(C1=CC=CC=C1)CCC di-normal-propyl-phenylphosphine